NC=1N=CC(=NC1C1=CN=CO1)C=1C=C(C=CC1C)[C@](CO)(C(F)(F)F)O (S)-2-(3-(5-Amino-6-(oxazol-5-yl)pyrazin-2-yl)-4-methylphenyl)-3,3,3-trifluoropropane-1,2-diol